C(C)OC(/C=C/C1=C(C2=C(N(N=N2)CCCCCC2=CC=C(C(=O)OC(C)(C)C)C=C2)C=C1)C)=O tert-Butyl 4-(5-{5-[(1E)-3-ethoxy-3-oxoprop-1-en-1-yl]-4-methyl-1H-benzotriazol-1-yl}pentyl)benzoate